4-(2-pyridyl)-cyclohexanone N1=C(C=CC=C1)C1CCC(CC1)=O